[C@H]12COC[C@@H]2C1NC1=NC=CC(=C1)CN1C(N(C(C1(C)C)=O)C1=CC(=C(C=C1)C(C)C)OCCN(C)C)=O 1-((2-(((1R,5S,6r)-3-oxabicyclo[3.1.0]hexan-6-yl)amino)pyridin-4-yl)methyl)-3-(3-(2-(dimethylamino)ethoxy)-4-isopropylphenyl)-5,5-dimethylimidazolidine-2,4-dione